ZIRCONIUM-NIOBIUM [Nb].[Zr]